CC(C)(C)[S@](=O)N[C@@H]1C2=C(OC13CCNCC3)C=CC=C2 (S)-2-methyl-N-((R)-3H-spiro[benzofuran-2,4'-piperidine]-3-yl)propane-2-sulfinamide